[Cl-].C[N+](CCCCCCCCCC)(CCCCCCCCCC)C dimethyl-didecyl-ammonium chloride